FC1=CC=C(OC[C@@H](/C=C/[C@H]2[C@@H](C[C@@H]3OC[C@H](CC[C@@H]32)CCCC(=O)OC(C)C)O)O)C=C1 2-Propanyl 4-{(3S,5aR,6R,7R,8aS)-6-[(1E,3R)-4-(4-fluorophenoxy)-3-hydroxy-1-buten-1-yl]-7-hydroxyoctahydro-2H-cyclopenta[b]oxepin-3-yl}butanoate